C(C1=CC=CC=C1)[N+]1=CC=C(C=C1)OC1CCC2(CN(C2)C(=O)OC(C)(C)C)CC1 1-benzyl-4-[[2-(tert-butoxycarbonyl)-2-azaspiro[3.5]nonan-7-yl]oxy]pyridin-1-ium